C(C1=CC=CC=C1)N(CC(COCC1=CC=CC=C1)O)C=1C(=NC=CC1)Cl 1-(benzyl(2-chloropyridin-3-yl)amino)-3-(benzyloxy)propan-2-ol